8-chloro-6-(5-chloro-2-fluorophenyl)-2H,3H,4H-pyrido[3,2-b][1,4]oxazine ClC1=CC(=NC2=C1OCCN2)C2=C(C=CC(=C2)Cl)F